C(C)[C@@H]1NC[C@H](N(C1)C(C)C1=C(C=C(C=C1)F)OC)CC (2S,5R)-2,5-diethyl-4-(1-(4-fluoro-2-methoxyphenyl)ethyl)piperazine